3-amino-N-[(6S)-2-[(3R,4R)-3-amino-4-methoxypiperidin-1-yl]-5,6,7,8-tetrahydroquinolin-6-yl]-6-methylthieno[2,3-b]pyridine-2-carboxamide NC1=C(SC2=NC(=CC=C21)C)C(=O)N[C@@H]2CC=1C=CC(=NC1CC2)N2C[C@H]([C@@H](CC2)OC)N